[1,2,4]triazin-4-amine dihydrochloride salt Cl.Cl.N1=NCN(C=C1)N